4-((7-benzyl-1-(3-hydroxypropyl)-3-methyl-2,6-dioxo-2,3,6,7-tetrahydro-1H-purin-8-yl)oxy)benzonitrile C(C1=CC=CC=C1)N1C(=NC=2N(C(N(C(C12)=O)CCCO)=O)C)OC1=CC=C(C#N)C=C1